(1R,3S)-3-{5-[3-(2-formyl-3-hydroxyphenyl)-1,2-thiazole-5-amido]-2H-pyrazol-3-yl}cyclopentyl N-isopropylcarbamate C(C)(C)NC(O[C@H]1C[C@H](CC1)C=1NN=C(C1)NC(=O)C1=CC(=NS1)C1=C(C(=CC=C1)O)C=O)=O